NC1=NC=2C=CC(=CC2C2=C1C=NN2C)C(=O)N(N(C(=O)[C@@H]2OCC2)C)CC2=C(C=C(C=C2)C(F)(F)F)F 4-amino-N-[[2-fluoro-4-(trifluoromethyl)phenyl]methyl]-N',1-dimethyl-N'-[(2R)-oxetane-2-carbonyl]pyrazolo[4,3-c]quinoline-8-carbohydrazide